Methyl-N-{5-[(3-methoxy-4-{5-[(N-methylmethansulfonamido)methyl]-1,2,4-oxadiazol-3-yl}pyridin-2-yl)amino]-6-[(2H3)methylcarbamoyl]pyridazin-3-yl}carbamat COC(NC=1N=NC(=C(C1)NC1=NC=CC(=C1OC)C1=NOC(=N1)CN(S(=O)(=O)C)C)C(NC([2H])([2H])[2H])=O)=O